5-bromo-3-methyl-2-oxo-1,3-benzodiazole BrC1=CC2=C(NC(N2C)=O)C=C1